C(C)(C)(C)N1CC(CC1=O)C(=O)O 1-tert-butyl-5-oxo-pyrrolidine-3-carboxylic acid